O1CCNCC12CCN(CC2)C(=O)OC(C)(C)C tert-butyl 1-oxa-4,9-diazaspiro[5.5]undecane-9-carboxylate